N-(2,5-Dichloro-4-pyridyl)thiophenylmethylamide ClC1=NC=C(C(=C1)S[N-]CC1=CC=CC=C1)Cl